C(C1=CC=CC=C1)OC(=O)NC1=CN=C2N(C1=O)[C@@H](CC2)C(=O)OC(C)(C)C tert-Butyl (S)-3-(((benzyloxy)carbonyl)amino)-4-oxo-4,6,7,8-tetrahydro-pyrrolo[1,2-a]pyrimidine-6-carboxylate